4-[(4-chlorophenyl)methoxy]aniline ClC1=CC=C(C=C1)COC1=CC=C(N)C=C1